10-(Hydroxymethyl)-3-propyl-2,3,4a,9,9a,10-hexahydro-1H-indeno[1,2-c]pyrazolo[1,2-a]pyrazol-1-one OCC1C2C(N3N1C(CC3CCC)=O)C=3C=CC=CC3C2